1,2,3,4-tetrahydroquinoline-5-carboxylate N1CCCC=2C(=CC=CC12)C(=O)[O-]